(2S)-2-amino-3,3-dimethyl-butan-1-ol N[C@H](CO)C(C)(C)C